bis(cyclopentadienyl)manganese(II) C1(C=CC=C1)[Mn]C1C=CC=C1